5-cyclopropyl-N2-(2-fluoro-4-(methylsulfonyl)phenyl)-N4-(4-methoxybenzyl)-N4-(5-methyl-1-(tetrahydro-2H-pyran-2-yl)-1H-pyrazol-3-yl)-6-(1-methyl-1H-pyrazol-3-yl)pyrimidine-2,4-diamine C1(CC1)C=1C(=NC(=NC1C1=NN(C=C1)C)NC1=C(C=C(C=C1)S(=O)(=O)C)F)N(C1=NN(C(=C1)C)C1OCCCC1)CC1=CC=C(C=C1)OC